N=1ON=C2C1C=CC(=C2)C2=C(C=CC=C2Cl)C2=CC=C1CCC(C1=C2)C(=O)O 6-(2-(benzo[c][1,2,5]oxadiazol-5-yl)-3-chlorophenyl)-2,3-dihydro-1H-indene-1-carboxylic acid